O1CCC1 oxetane